N-(3-((tert-butoxycarbonyl)(methyl)amino)propanoyl)-N-methyl-L-valine phosphorus [P].C(C)(C)(C)OC(=O)N(CCC(=O)N([C@@H](C(C)C)C(=O)O)C)C